ClC1=CC=C(COC2=CC=C(CNC(=O)[C@H]3[NH2+]CCC3)C=C2)C=C1 (S)-2-((4-((4-chlorobenzyl)oxy)benzyl)carbamoyl)pyrrolidin-1-ium